nonadecyl-boric acid C(CCCCCCCCCCCCCCCCCC)OB(O)O